C(C)(C)(C)ONC(C(C)(C)N1C(N(C2=C(C1=O)C(=C(S2)C=2OC=CN2)C)C[C@H](OC2CCOCC2)C2=C(C=CC=C2)OC)=O)=O (R)-N-(tert-butoxy)-2-(1-(2-(2-methoxyphenyl)-2-((tetrahydro-2H-pyran-4-yl)oxy)ethyl)-5-methyl-6-(oxazol-2-yl)-2,4-dioxo-1,2-dihydrothieno[2,3-d]pyrimidin-3(4H)-yl)-2-methylpropanamide